(R)-tert-butyl 1-(4-fluorophenyl)-4a-formyl-4a,5,7,8-tetrahydro-1H-pyrazolo[3,4-g]isoquinoline-6(4H)-carboxylate FC1=CC=C(C=C1)N1N=CC2=C1C=C1CCN(C[C@]1(C2)C=O)C(=O)OC(C)(C)C